1-(Tert-butyl) 3-methyl 3-((tert-butoxycarbonyl)amino)azetidine-1,3-dicarboxylate C(C)(C)(C)OC(=O)NC1(CN(C1)C(=O)OC(C)(C)C)C(=O)OC